Tert-butyl 4-[3-[9-(2,6-dioxo-3-piperidyl)pyrido[2,3-b]indol-4-yl]propoxy]piperidine-1-carboxylate O=C1NC(CCC1N1C2=C(C3=CC=CC=C13)C(=CC=N2)CCCOC2CCN(CC2)C(=O)OC(C)(C)C)=O